C(C1=CC=CC=C1)OC(CC1=C(C=C(C(=C1)OC)Br)F)=O.C(C1=CC=CC=C1)OC(CC1=CC(=C(C=C1F)C(C(=O)OC)(C)C)OC)=O Methyl 2-[4-(2-benzyloxy-2-oxo-ethyl)-5-fluoro-2-methoxy-phenyl]-2-methyl-propanoate Benzyl-2-(4-bromo-2-fluoro-5-methoxy-phenyl)acetate